CC=1C=C(C(=O)OC2=C(C(=CC(=C2)Cl)C=NC2=C(C(=CC=C2)Cl)Cl)O)C=CC1 5-chloro-3-((2,3-dichloro-phenylimino)meth-yl)-2-hydroxyphenyl 3-methylbenzoate